C(C1=CC=CC=C1)OC(=O)N[C@@H](C(=O)OC)CNC(C1=CC(=C(C=C1)F)CC)=O (R)-methyl 2-(((benzyloxy)carbonyl)amino)-3-(3-ethyl-4-fluorobenzamido)propanoate